CC=1C=C(C=C(C1)C)N1C(=NC2=CC(=C(C=C2C1=O)/C=C/C(=O)NO)F)CC (E)-3-(3-(3,5-dimethylphenyl)-2-ethyl-7-fluoro-4-oxo-3,4-dihydroquinazolin-6-yl)-N-hydroxyacrylamide